C(C1=CC=CC=C1)NC(=O)C1=NNC2=NC=C(C=C21)C2=CC=C(C=C2)S(=O)(=O)C(C)C N-benzyl-5-[4-(propane-2-sulfonyl)phenyl]-1H-pyrazolo[3,4-b]pyridine-3-carboxamide